CN1C2=C(NC3(C1=O)CN(CC3)C(=O)OC(C)(C)C)C3=C(N=C2)N(C=C3)S(=O)(=O)C3=CC=CC=C3 tert-Butyl 4'-methyl-3'-oxo-7'-(phenylsulfonyl)-1',3',4',7'-tetrahydrospiro[pyrrolidine-3,2'-pyrrolo[3',2':5,6]pyrido[3,4-b]pyrazine]-1-carboxylate